2-Amino-N-(1-[8-chloro-5-(1,1-dioxidothiomorpholin-4-yl)imidazo[1,5-a]pyridin-6-yl]ethyl)pyrazolo[1,5-a]-pyrimidine-3-carboxamide NC1=NN2C(N=CC=C2)=C1C(=O)NC(C)C=1C=C(C=2N(C1N1CCS(CC1)(=O)=O)C=NC2)Cl